Cl.BrC=1C(=C(C=CC1)[C@@H](C#C)N)F (R)-1-(3-bromo-2-fluorophenyl)prop-2-yn-1-amine hydrochloride